tert-Butyl 4-(1-chloro-8-{2-[ethyl(isopropyl)carbamoyl]-4-fluorophenyl}-3-methylimidazo[1,5-a]pyridin-6-yl)piperazine-1-carboxylate ClC=1N=C(N2C1C(=CC(=C2)N2CCN(CC2)C(=O)OC(C)(C)C)C2=C(C=C(C=C2)F)C(N(C(C)C)CC)=O)C